2-(1-(tert-Butoxycarbonyl)piperidin-4-yl)-2-(4-fluorophenyl)acetic acid C(C)(C)(C)OC(=O)N1CCC(CC1)C(C(=O)O)C1=CC=C(C=C1)F